24-hydroxycholesterol 3-sulfate S(=O)(=O)(O)O[C@@H]1CC2=CC[C@H]3[C@@H]4CC[C@H]([C@@H](CCC(C(C)C)O)C)[C@]4(CC[C@@H]3[C@]2(CC1)C)C